N-{[5-Methyl-2-(5-morpholin-4-yl-3,4'-bipyridin-2'-yl)-1H-imidazol-4-yl]methyl}tetrahydro-2H-pyran-4-amin CC1=C(N=C(N1)C1=NC=CC(=C1)C=1C=NC=C(C1)N1CCOCC1)CNC1CCOCC1